1-(4-chloro-2-nitrophenyl)-N-methyl-methylamine ClC1=CC(=C(C=C1)CNC)[N+](=O)[O-]